tert-butyl ((6-(1-fluorocyclopropyl)-8-(3-methyl-2,4-dioxoimidazolidin-1-yl)imidazo[1,2-a]pyridin-2-yl)methyl)carbamate FC1(CC1)C=1C=C(C=2N(C1)C=C(N2)CNC(OC(C)(C)C)=O)N2C(N(C(C2)=O)C)=O